phenylphosphonic acid dichlorine [Cl].[Cl].C1(=CC=CC=C1)P(O)(O)=O